C(#N)C(CC=1NC2=CC=C(C=C2C1)C=1C=CC2=C(N(C(O2)=O)C)C1)NC(=O)[C@H]1OCCCNC1 (2S)-N-{1-cyano-2-[5-(3-methyl-2-oxo-1,3-benzoxazol-5-yl)-1H-indol-2-yl]ethyl}-1,4-oxazepane-2-carboxamide